C1=CC(=CC=C1CC2=CC=C(C=C2)N3C(=O)C=CC3=O)N4C(=O)C=CC4=O Bismaleimide